1-(2,5-dichloropyrimidin-4-yl)-6-methylbenzene-1,2-diamine ClC1=NC=C(C(=N1)C1(C(C=CC=C1C)N)N)Cl